FC1=C(C=CC(=C1)F)C1=CC(=C(C=C1)OC)NC1=NC=NC2=CC(=C(C=C12)O[C@H]1[C@H](CN(CC1)C(C=C)=O)F)OC 1-((3S,4R)-4-((4-((2',4'-difluoro-4-methoxy-[1,1'-biphenyl]-3-yl)amino)-7-Methoxyquinazolin-6-yl)oxy)-3-fluoropiperidin-1-yl)prop-2-en-1-one